N-(6-cyano-1-(1,1,1-trifluoro-2-methylpropan-2-yl)-1H-benzo[d]imidazol-2-yl)-3,3-dimethylbutanamide C(#N)C=1C=CC2=C(N(C(=N2)NC(CC(C)(C)C)=O)C(C(F)(F)F)(C)C)C1